2,3-DIFLUORO-5-NITROPHENYLBORONIC ACID FC1=C(C=C(C=C1F)[N+](=O)[O-])B(O)O